1-anilinonaphthalene-8-sulfonic acid N(C1=CC=CC=C1)C1=CC=CC2=CC=CC(=C12)S(=O)(=O)O